C(=C)CCCCCCCCCCCCCCCCCC[Si](OC)(OC)OC vinyloctadecyltrimethoxysilane